1'-(6-amino-5-((2-amino-3-chloropyridin-4-yl)thio)-3-fluoropyrazin-2-yl)-1,3-dihydro-spiro[indene-2,4'-piperidine]-1-amine hydrochloride Cl.NC1=C(N=C(C(=N1)N1CCC2(CC1)C(C1=CC=CC=C1C2)N)F)SC2=C(C(=NC=C2)N)Cl